COC=1C=C(C=CC1OC)/C=C/C(=O)C=1C(=C(OCC(=O)OC(C)(C)C)C=CC1)F tert-butyl (E)-2-(3-(3-(3,4-dimethoxyphenyl)acryloyl)-2-fluorophenoxy)acetate